NC=1C=C(C=CC1C=1COC(C1C#N)C)CN(C(=O)C=1C=NC(=CC1)C(F)(F)F)C=1C(=NC=CC1)S(=O)(=O)C N-{[3-amino-4-(4-cyano-5-methyl-2,5-dihydrofuran-3-yl)phenyl]methyl}-N-(2-methanesulfonylpyridin-3-yl)-6-(trifluoromethyl)pyridine-3-carboxamide